7-(4-fluoro-2-methoxy-phenyl)-4-methoxy-6-(1H-pyrazol-4-yl)thiazolo[4,5-c]pyridine FC1=CC(=C(C=C1)C=1C2=C(C(=NC1C=1C=NNC1)OC)N=CS2)OC